FC=1C=C(C=CC1)C#CC=1C=C2CCC(C2=C(C1)C)N1CC(C1)(O)C (5-((3-fluorophenyl)ethynyl)-7-methyl-2,3-dihydro-1H-inden-1-yl)-3-methylazetidin-3-ol